(1R,2S)-2-fluoro-2-(benzenesulfonyl)cyclopropylamine F[C@]1([C@@H](C1)N)S(=O)(=O)C1=CC=CC=C1